C(C)N(C(C)=O)CC (E)-N,N-diethylacetamide